N-(7-(4,4-difluoropiperidin-1-yl)-2,3-dihydrofuro[2,3-c]pyridin-5-yl)-4-((2-hydroxyethyl)sulfonamido)-2-(spiro[2.5]oct-5-en-6-yl)benzamide FC1(CCN(CC1)C=1N=C(C=C2C1OCC2)NC(C2=C(C=C(C=C2)NS(=O)(=O)CCO)C2=CCC1(CC1)CC2)=O)F